(S)-(2-(tert-butyl)oxazol-5-yl)(4-(4-methylpyrazolo[1,5-a]pyridin-2-yl)-1,4,6,7-tetrahydro-5H-imidazo[4,5-c]pyridin-5-yl)methanone C(C)(C)(C)C=1OC(=CN1)C(=O)N1[C@@H](C2=C(CC1)NC=N2)C2=NN1C(C(=CC=C1)C)=C2